C(CC)OC(=O)C1=NC2=C(C(=CC(=C2C(=C1)C(=O)OCCC)N)OC)OC 5-amino-7,8-dimethoxyquinoline-2,4-dicarboxylic acid dipropyl ester